(R)-3-(azetidin-1-yl)-N-(1-(2,5-difluorophenyl)-2,2-difluoroethyl)propanamide N1(CCC1)CCC(=O)N[C@@H](C(F)F)C1=C(C=CC(=C1)F)F